N-(3-methyloxetan-3-yl)-8-(4-oxohexahydropyrazino[2,1-c][1,4]oxazin-8(1H)-yl)-3-(5-(trifluoromethyl)-1,3,4-thiadiazol-2-yl)imidazo[1,5-a]pyridine-6-sulfonamide CC1(COC1)NS(=O)(=O)C=1C=C(C=2N(C1)C(=NC2)C=2SC(=NN2)C(F)(F)F)N2CC1COCC(N1CC2)=O